FC1=C(C(NCC#C)=N)C=C(C=C1)OC=1C(=C2C=CN(C2=CC1F)S(=O)(=O)C1=CC=C(C)C=C1)C 2-Fluoro-5-((6-fluoro-4-methyl-1-tosyl-1H-indol-5-yl)oxy)-N-(prop-2-yn-1-yl)benzimidamide